ClC1=CC=C(OCC(=O)NC2CC(N(CC2)CCCOC2=CC=C(C=C2)Cl)=O)C=C1 2-(4-chlorophenoxy)-N-(1-(3-(4-chlorophenoxy)propyl)-2-oxopiperidin-4-yl)acetamide